CC(/C=C/C(C(=O)OCC)NC(C1=CC(=CC=C1)N1N=CN=C1)=O)(C)C ethyl (E)-5,5-dimethyl-2-[m-(1H-1,2,4-triazol-1-yl)benzoylamino]-3-hexenoate